Methanetetrayltetrabenzene C(C1=CC=CC=C1)(C1=CC=CC=C1)(C1=CC=CC=C1)C1=CC=CC=C1